3-(1,1-difluoro-2-oxo-2-(piperidin-1-yl)ethyl)-N-(3,4-difluorophenyl)-4-fluorobenzamide FC(C(N1CCCCC1)=O)(F)C=1C=C(C(=O)NC2=CC(=C(C=C2)F)F)C=CC1F